C(O[C@@H]1[C@](O[C@H]([C@@H]1OC(OC)=O)C1=CC=C2C(=NC=NN21)N)(COC(=O)OC)C#N)(OC)=O (2R,3S,4S,5S)-5-(4-aminopyrrolo[2,1-f][1,2,4]triazin-7-yl)-2-cyano-2-(((methoxycarbonyl)oxy)methyl)tetrahydrofuran-3,4-diyl dimethyl bis(carbonate)